(3S)-3,7-dimethyl-2-methylene-6-octen-1-al C[C@H](C(C=O)=C)CCC=C(C)C